N1=C(C=CC2=CC=CC=C12)C1=N[N-]C(N1)=S 3-(quinolin-2-yl)-5-thioxo-4,5-dihydro-1,2,4-triazol-1-ide